(S,S)-(+)-N,N'-bis(3-trifluoromethylsalicylidene)-1,2-cyclohexanediamine FC(C1=C(C(C=N[C@@H]2[C@H](CCCC2)N=CC=2C(O)=C(C=CC2)C(F)(F)F)=CC=C1)O)(F)F